NC1=C(C(=O)NC23CCC(CC2)(CC3)O)C=C(C=N1)C1=CC=C(C=C1)[C@]13CN(C[C@@H]3C1)C1CCOCC1 2-amino-N-(4-hydroxybicyclo-[2.2.2]octan-1-yl)-5-(4-((1S,5R)-3-(tetrahydro-2H-pyran-4-yl)-3-azabicyclo-[3.1.0]hexan-1-yl)phenyl)nicotinamide